C(CCCCCCCCC)N(C(CCCCCCCCC)=O)CCCCCCCCN(C1CCC(CC1)O)CCCCCCCC(=O)N(CCCCCCCCCC)CCCCCCCCCC N-decyl-N-(8-((8-(didecylamino)-8-oxooctyl)(4-hydroxy-cyclohex-yl)amino)octyl)-decanamide